p-methoxybenzeneethylamine COC1=CC=C(C=C1)CCN